ClC1=CC=2C(=C3N(CCN(C3)C(CCOCC3NCC3)=O)C2N=C1)F 2-((3-(3-chloro-5-fluoro-8,9-dihydropyrido[3',2':4,5]pyrrolo[1,2-a]pyrazin-7(6H)-yl)-3-oxopropoxy)methyl)azetidin